N,N-bis([1,1'-biphenyl]-4-yl)-4'-chloro-[1,1'-biphenyl]-4-amine C1(=CC=C(C=C1)N(C1=CC=C(C=C1)C1=CC=C(C=C1)Cl)C1=CC=C(C=C1)C1=CC=CC=C1)C1=CC=CC=C1